6-(4-Chlorophenyl)-N-[(2S)-3-hydroxy-3-methylbutan-2-yl]-3-oxo-2-(1,2-thiazol-4-yl)-2,3-dihydropyridazine-4-carboxamide ClC1=CC=C(C=C1)C=1C=C(C(N(N1)C=1C=NSC1)=O)C(=O)N[C@@H](C)C(C)(C)O